7-(6-chloropyridin-2-yl)-2-(2,5-dimethyl-1H-pyrrol-1-yl)-[1,2,4]triazolo[1,5-a]-pyridine ClC1=CC=CC(=N1)C1=CC=2N(C=C1)N=C(N2)N2C(=CC=C2C)C